CN(C(C(=O)C1=CC=C(C=C1)C(C)C)(C)C)C 2-dimethylamino-1-(4-isopropylphenyl)-2-methylpropane-1-one